[Au]SC#N aurous thiocyanate